[(2S,4S)-2-methyl-4-[(5-methyl-1,2,4-oxadiazol-3-yl)methoxy]-1-piperidyl-methyl]thiazol-2-yl-acetamide C[C@@H]1N(CC[C@@H](C1)OCC1=NOC(=N1)C)CC(C(=O)N)C=1SC=CN1